acetic acid (2R,3R,4R,5S,6S)-3,4,5-triacetoxy-6-[3-(3-acetyl-4-hydroxy-benzyl)-4-chloro-phenyl]-tetrahydro-pyran-2-ylmethylester C(C)(=O)O[C@@H]1[C@H](O[C@H]([C@@H]([C@H]1OC(C)=O)OC(C)=O)C1=CC(=C(C=C1)Cl)CC1=CC(=C(C=C1)O)C(C)=O)COC(C)=O